FC1=C2C(=NC(N(C2=CC=C1)C([2H])([2H])[2H])=O)N1CCOCC2=C1C=CC=C2C#CC2(COC2)C 5-fluoro-1-(methyl-d3)-4-(6-((3-methyloxetan-3-yl)ethynyl)-2,3-dihydrobenzo[e][1,4]oxazepin-1(5H)-yl)quinazolin-2(1H)-one